4,4-dimethyl-1,2,3,4-tetrahydroisoquinolin CC1(CNCC2=CC=CC=C12)C